C(#N)[C@H](CC)NC(C1=CC=C(C=C1)C1=NC(=NC=C1C)NC=1C=NN(C1)C1CCN(CC1)C)=O (S)-N-(1-cyanopropyl)-4-(5-methyl-2-((1-(1-methylpiperidin-4-yl)-1H-pyrazol-4-yl)amino)pyrimidin-4-yl)benzamide